C1(CCCCC1)CC(=O)O[C@@H]1[C@H](O[C@@]([C@@H]1O)(C#N)C1=CC=C2C(=NC=NN21)N)COC(CC2CCCCC2)=O (2R,3S,4R,5R)-5-(4-aminopyrrolo[2,1-f][1,2,4]triazin-7-yl)-5-cyano-2-((2-cyclohexylacetoxy)methyl)-4-hydroxytetrahydrofuran-3-yl 2-cyclohexylacetate